(1,2,3,4-tetrahydroisoquinolin-5-yl)(4-(trifluoromethyl)phenyl)methanone hydrochloride Cl.C1NCCC2=C(C=CC=C12)C(=O)C1=CC=C(C=C1)C(F)(F)F